(3R)-3-(4-Chlorophenyl)-2-[(1R)-1-(5-chloropyridin-2-yl)-2,3-dihydroxypropyl]-4-fluoro-3-[(1-hydroxycyclopropyl)methoxy]-6-(2-hydroxypropan-2-yl)-2,3-dihydro-1H-isoindol-1-on ClC1=CC=C(C=C1)[C@@]1(N(C(C2=CC(=CC(=C12)F)C(C)(C)O)=O)[C@@H](C(CO)O)C1=NC=C(C=C1)Cl)OCC1(CC1)O